NC1=C2C(=NC=N1)N(N=C2C2=CC=C(C=C2)OC2=CC=CC=C2)[C@H]2CN(CCC2)C(CCSC2=C1CN(C(C1=CC=C2)=O)C2C(NC(CC2)=O)=O)=O 3-(4-((3-((R)-3-(4-amino-3-(4-phenoxyphenyl)-1H-pyrazolo[3,4-d]pyrimidin-1-yl)piperidin-1-yl)-3-oxopropyl)thio)-1-oxoisoindoline-2-yl)piperidine-2,6-dione